COC(=O)C1CCN(CC1)C(=O)OC(C)(C)C piperidine-1,4-dicarboxylic acid 1-tert-butyl ester 4-methyl ester